NC1(CCN(CC1)C1=NC(=C2C(=N1)NN=C2C2=CC1=C(N=C(S1)C)C=C2)C(=O)N)C2=CC=CC=C2 6-(4-amino-4-phenylpiperidin-1-yl)-3-(2-methylbenzo[d]thiazol-6-yl)-1H-pyrazolo[3,4-d]Pyrimidine-4-carboxamide